trans-5-[(3S)-2-[4-[[3-fluoro-5-(hydroxymethyl)phenyl]methyl]cyclohexanecarbonyl]isoxazolidin-3-yl]pyridine-3-carbonitrile FC=1C=C(C=C(C1)CO)C[C@@H]1CC[C@H](CC1)C(=O)N1OCC[C@H]1C=1C=C(C=NC1)C#N